C=CC=CCCC(C)[Si](Cl)(Cl)Cl 7-octadienyl-trichlorosilane